Cl.OC1=CC=C(C=C1)C=1C=CC=2N(N1)C=C(N2)CC(=O)O 2-(6-(4-hydroxyphenyl)imidazo[1,2-b]pyridazin-2-yl)acetic acid hydrochloride